11-(4-(3'-phenyl-1,1'-biphenyl-3-yl)-6-phenyl-1,3,5-triazin-2-yl)-12-phenyl-11H,12H-Indolo[2,3-a]carbazole C1(=CC=CC=C1)C=1C=C(C=CC1)C1=CC(=CC=C1)C1=NC(=NC(=N1)C1=CC=CC=C1)N1C2=CC=CC=C2C2=CC=C3C(=C12)N(C=1C=CC=CC13)C1=CC=CC=C1